Ethyl (Z)-2-(((3-bromo-4-chloro-2-fluorophenyl)amino)methylene)-3-oxobutanoate BrC=1C(=C(C=CC1Cl)N\C=C(/C(=O)OCC)\C(C)=O)F